cis-nitrogen oxide [N]=O